C1(=CC=CC=C1)C(=CCN(CCN1N=NC(=C1)CCO)[C@H](C)C1=CC=C(C=C1)F)C1=CC=CC=C1 (R)-2-(1-(2-((3,3-diphenylallyl)(1-(4-fluorophenyl)ethyl)amino)ethyl)-1H-1,2,3-triazol-4-yl)ethan-1-ol